[Ni](=S)=[Se].[Mo] molybdenum-nickel sulfide selenide